N-(5-Chloro-1-(2,6-dimethoxyphenyl)-2-(6-ethoxypyridin-2-yl)-1H-imidazo[4,5-b]pyrazin-6-yl)pyridine-2-sulfonamide ClC=1N=C2C(=NC1NS(=O)(=O)C1=NC=CC=C1)N(C(=N2)C2=NC(=CC=C2)OCC)C2=C(C=CC=C2OC)OC